ClC1=C(C=CC=C1)NC=1C=C2C=NN(C2=CC1F)C=1C=C(SC1)C(=O)NCCOC 4-(5-((2-chlorophenyl)amino)-6-fluoro-1H-indazol-1-yl)-N-(2-methoxyethyl)thiophene-2-carboxamide